C[Si](C1CC2CCC1C2)(OC)C 6-dimethylmethoxysilylnorbornane